3-amino-N-[(3R)-7-[(8S)-8-amino-5-oxa-2-azaspiro[3.4]octan-2-yl]-3,4-dihydro-2H-1-benzopyran-3-yl]-6-methylthieno[2,3-b]pyridine-2-carboxamide NC1=C(SC2=NC(=CC=C21)C)C(=O)N[C@H]2COC1=C(C2)C=CC(=C1)N1CC2(C1)OCC[C@@H]2N